N,N'-bis(2-fluorophenyl)cyclopropane-1,1-diamide FC1=C(C=CC=C1)NC(=O)C1(CC1)C(=O)NC1=C(C=CC=C1)F